diethyl 6,6'-(((2,2'-dimethyl-[1,1'-biphenyl]-3,3'-diyl)bis(azanediyl))bis(carbonyl))bis(4-cyclopropylnicotinate) CC1=C(C=CC=C1NC(=O)C1=NC=C(C(=O)OCC)C(=C1)C1CC1)C1=C(C(=CC=C1)NC(=O)C1=NC=C(C(=O)OCC)C(=C1)C1CC1)C